ClC1=CC=C2N(C1=O)C(NC2=O)(C)C2=CC(=CC=C2)F 6-chloro-3-(3-fluorophenyl)-3-methyl-2,3-dihydroimidazo[1,5-a]pyridine-1,5-dione